(S)-(((7-chloro-8-methoxy-2-(2-methoxyacetyl)-1-methyl-2,3-dihydro-1H-pyrrolo[3,4-c]quinolin-4-yl)amino)methyl)phosphonate ClC=1C(=CC=2C3=C(C(=NC2C1)NCP([O-])([O-])=O)CN([C@H]3C)C(COC)=O)OC